Cl.COC=1C=C(CCCC(CCC2=C(C=CC=C2)OC)N)C=CC1OC (3,4-dimethoxyphenethyl)-4-(methoxyphenyl)butane-2-amine hydrochloride